C(C1=CC=CC=C1)N1N=NC(=C1)CN(C1=C(C2=C(S1)CCCC2)C#N)CC=2N=NN(C2)CC2=CC=CC=C2 2-(bis((1-benzyl-1H-1,2,3-triazol-4-yl)methyl)amino)-4,5,6,7-tetrahydrobenzo[b]thiophene-3-carbonitrile